CC=1C=C(C=C(C1)[N+](=O)[O-])C(C)=O 1-(3-methyl-5-nitrophenyl)ethan-1-one